N-{(5S)-8-chloro-1-[trans-4-(pyridin-2-yloxy)cyclohexyl]-5,6-dihydro-4H-[1,2,4]triazolo[4,3-a][1]benzazepin-5-yl}-N-methylmethanesulfonamide ClC=1C=CC2=C(C[C@@H](CC=3N2C(=NN3)[C@@H]3CC[C@H](CC3)OC3=NC=CC=C3)N(S(=O)(=O)C)C)C1